3-[6-[4-(dimethoxymethyl)-1-piperidinyl]-1-oxo-isoindolin-2-yl]piperidine-2,6-dione COC(C1CCN(CC1)C1=CC=C2CN(C(C2=C1)=O)C1C(NC(CC1)=O)=O)OC